5-[(4-cyclopropylphenyl)methoxy]-1,3,4-thiadiazol-2-amine C1(CC1)C1=CC=C(C=C1)COC1=NN=C(S1)N